C(C1=CC=CC=C1)N1CC=2C(N(C=3N(C2CC1)C=CN3)CC3=CC=C(C=C3)Cl)=O 7-benzyl-4-(4-chlorobenzyl)-6,7,8,9-tetrahydroimidazo[1,2-a]pyrido[3,4-e]pyrimidine-5(4H)-one